FC(C1=NN=C(O1)C1=CN=C(S1)CN(S(=O)(=O)CC)C=1C=NC=C(C1)OC(C)C)F N-({5-[5-(difluoromethyl)-1,3,4-oxadiazol-2-yl]-1,3-thiazol-2-yl}methyl)-N-[5-(propan-2-yloxy)pyridin-3-yl]ethane-1-sulfonamide